N1C[C@H](CCC1)N1CCCCC1 1-[(3S)-3-piperidyl]piperidine